FC(OC1=CC(=NN1)NC1=NC(=CN=C1)O[C@H]1C[C@@H](NCC1)CC)F N-(5-(difluoromethoxy)-1H-pyrazol-3-yl)-6-(((2S,4R)-2-ethylpiperidin-4-yl)oxy)pyrazin-2-amine